2-(2-aminothiazole-4-yl)acetic acid NC=1SC=C(N1)CC(=O)O